bis(4-isocyanatomethyl-cyclohexyl)-methane N(=C=O)CC1CCC(CC1)CC1CCC(CC1)CN=C=O